BrC=1C(=NC=C(C1)S(N(C1=NC=NS1)CC1=C(C=C(C=C1)OC)OC)(=O)=O)NC[C@H](CC(CCNC(OC(C)(C)C)=O)(C)C)[C@@H](C)NC(OC(C)(C)C)=O Di-tert-butyl ((5S,6R)-5-(((3-bromo-5-(N-(2,4-dimethoxybenzyl)-N-(1,2,4-thiadiazol-5-yl)sulfamoyl)pyridin-2-yl)amino)methyl)-3,3-dimethyl heptane-1,6-diyl)dicarbamate